O=C1NC(CC[C@H]1N1C(C2=CC=C(C=C2C1=O)F)=O)=O |r| (±)-2-(2,6-dioxopiperidin-3-yl)-5-fluoroisoindoline-1,3-dione